6-(3-(benzo[d]thiazol-2-yl)phenoxy)-N-hydroxyhexanamide S1C(=NC2=C1C=CC=C2)C=2C=C(OCCCCCC(=O)NO)C=CC2